5-(dec-9-en-1-yloxy)isophthalic acid C(CCCCCCCC=C)OC=1C=C(C=C(C(=O)O)C1)C(=O)O